1-(4-(tritylthio)butyl)pyrrolidine methyl-1-(3-(cyclohexylideneamino)propyl)-5-oxopyrrolidine-3-carboxylate COC(=O)C1CN(C(C1)=O)CCCN=C1CCCCC1.C(C1=CC=CC=C1)(C1=CC=CC=C1)(C1=CC=CC=C1)SCCCCN1CCCC1